9-methyl-2-(2-methylimidazo[1,2-b]pyridazin-6-yl)-7-[(3S)-3-methylpiperazin-1-yl]pyrido[1,2-a]pyrimidin-4-one CC1=CC(=CN2C1=NC(=CC2=O)C=2C=CC=1N(N2)C=C(N1)C)N1C[C@@H](NCC1)C